4-Hydroxy-N-(2-(4-phenylbutyl)cyclopropyl)cyclohexane-1-carboxamide OC1CCC(CC1)C(=O)NC1C(C1)CCCCC1=CC=CC=C1